NC1=CC(=C(C(=O)NCCC[C@@H](C(=O)OC)NC(=O)C=2SC(=CC2)N(C)CC=2N=C3C(=NC(=NC3=NC2)N)N)C=C1)C=1N=NNN1 Methyl (S)-5-(4-amino-2-(2H-tetrazol-5-yl)benzamido)-2-(5-(((2,4-diaminopteridin-6-yl) methyl)(methyl)amino)thiophene-2-carboxamido)pentanoate